O=C1N(C(C2=CC=CC=C12)=O)C=1C(=CC(=C(C1)S(=O)(=O)Cl)OC)F 5-(1,3-dioxoisoindol-2-yl)-4-fluoro-2-methoxybenzenesulfonyl chloride